C(C=C)(=O)N1CC[C@@H](CCC1)OC=1C=2N(C=C(N1)C=1C=CC(N(C1)C)=O)N=CC2 (R)-5-(4-((1-acryloylazepan-4-yl)oxy)pyrazolo[1,5-a]pyrazin-6-yl)-1-methylpyridin-2(1H)-one